ClC1=NC=CC(=C1)N(C1=CC=CC=C1)C 2-chloro-N-methyl-N-phenylpyridin-4-amine